COC=1C=C(C=CC1OC)C=1C=NC=2N(C1)N=C(C2)C(=O)NC2=CC=C(C=C2)OCC 6-(3,4-dimethoxyphenyl)-N-(4-ethoxyphenyl)pyrazolo[1,5-a]pyrimidine-2-carboxamide